COC1=NN=C(S1)NC(=O)C=1C=C2C=C(NC2=CC1)C1=NNC=2CC(CCC12)(C)C N-(5-methoxy-1,3,4-thiadiazol-2-yl)-2-(4,5,6,7-tetrahydro-6,6-dimethyl-1H-indazol-3-yl)-1H-Indole-5-carboxamide